methylpropyl methacrylate Nonylacrylate C(CCCCCCCC)OC(C=C)=O.C(C(=C)C)(=O)OC(CC)C